N-(4-cyano-2-fluorophenyl)-5-(pyridin-2-yl-methyl)-1-tosyl-1H-pyrrole-3-sulfonamide C(#N)C1=CC(=C(C=C1)NS(=O)(=O)C1=CN(C(=C1)CC1=NC=CC=C1)S(=O)(=O)C1=CC=C(C)C=C1)F